N-[6-(5-chloro-2-fluorophenyl)pyridazin-4-yl]-7-[(1-meth-ylpiperidin-4-yl)oxy]quinolin-4-amine ClC=1C=CC(=C(C1)C1=CC(=CN=N1)NC1=CC=NC2=CC(=CC=C12)OC1CCN(CC1)C)F